(S)-2-(8-([1,4'-bipiperidin]-4-yl)-6,6a,7,8,9,10-hexahydro-5H-pyrazino[1',2':4,5]pyrazino[2,3-c]pyridazin-2-yl)phenol N1(CCC(CC1)N1C[C@H]2N(C=3C(=NN=C(C3)C3=C(C=CC=C3)O)NC2)CC1)C1CCNCC1